ClP(C1=CC=CC=C1)C(C)(C)C chloro(t-butyl)phenylphosphine